4,6-Bis(3-carboxy-2,5-dihydroxyphenyl)-1,3,5-triazin-2-one C(=O)(O)C=1C(=C(C=C(C1)O)C1=NC(NC(=N1)C1=C(C(=CC(=C1)O)C(=O)O)O)=O)O